O[C@@H]1CN(CC1)C(=O)[C@@H]1CCCC=2N1C(N(N2)CC2=CC(=NC1=CC=CC=C21)C(F)(F)F)=O (5S)-5-{[(3S)-3-Hydroxypyrrolidin-1-yl]carbonyl}-2-{[2-(trifluoromethyl)quinolin-4-yl]methyl}-5,6,7,8-tetrahydro[1,2,4]triazolo[4,3-a]pyridin-3(2H)-one